ClC1=CC=C(C(=N1)C(=O)O)N[C@H](C)C=1C=C(C=C2C(C(=C(OC12)C1=CC(=CC=C1)C#N)C)=O)C 6-Chloro-3-[[(1R)-1-[2-(3-cyanophenyl)-3,6-dimethyl-4-oxo-chromen-8-yl]ethyl]amino]pyridine-2-carboxylic acid